COCC(C#C)(CC)O 3-(methoxymethyl)pent-1-yn-3-ol